2-methyl-5-(prop-2-yn-1-oxy)pyridine CC1=NC=C(C=C1)OCC#C